COC1=C(C(=CC=C1)OC)C1=CNC2=NC(=CC=C21)NC(=O)NCCN(C)C 1-[3-(2,6-dimethoxyphenyl)-1H-pyrrolo[2,3-b]pyridin-6-yl]-3-[2-(dimethylamino)ethyl]urea